CN(C1=CC=CC(=N1)S(=O)(=O)NC(=O)C=1C(=NC=CC1)N1C(CC(C1)C)(C)C)CCC N-[[6-[Methyl(propyl)amino]-2-pyridyl]sulfonyl]-2-(2,2,4-trimethylpyrrolidin-1-yl)pyridin-3-carboxamid